trichloromethyl-(p-butylphenyl) ketone ClC(Cl)(Cl)C(=O)C1=CC=C(C=C1)CCCC